triisopropoxytitanium (methyl acetoacetate) CCC(CC(=O)[O-])=O.C(C)(C)O[Ti+](OC(C)C)OC(C)C